C(C)OC(CC(NC(C1=CC=CC=C1)(C1=CC=CC=C1)C1=CC=CC=C1)C1=CNC(C=C1)=O)=O 3-(6-oxo-1,6-dihydropyridin-3-yl)-3-(tritylamino)propionic acid ethyl ester